BrC1=C(C(=NN1C=1C(=NC=CC1)C)OCC(CO[Si](C)(C)C(C)(C)C)F)[N+](=O)[O-] [3-[5-bromo-1-(2-methyl-3-pyridyl)-4-nitro-pyrazol-3-yl]oxy-2-fluoro-propoxy]-tert-butyl-dimethyl-silane